calcium ammonium nitrate [N+](=O)([O-])[O-].[NH4+].[Ca]